CN(C)CC1(CC1)COC=1N=C(C2=C(N1)CN(C2)C(=O)C2=CC(=CC1=CC=CC(=C21)I)O)N2C(CCCCC2)CC (2-((1-((dimethylamino)methyl)cyclopropyl)methoxy)-4-(2-ethylazepan-1-yl)-5,7-dihydro-6H-pyrrolo[3,4-d]pyrimidin-6-yl)(3-hydroxy-8-iodonaphthalen-1-yl)methanone